C(C)S(=O)(=O)OC1=C(C=CC=C1)NC(=O)NC1=CC=C(C=C1)OS(=O)(=O)CCCC N-[2-(ethanesulfonyloxy)phenyl]-N'-[4-(butanesulfonyloxy)phenyl]urea